C1(=CC=CC=C1)P(C1=C(C2=CC=CC=C2C=C1)C(=O)N[C@@H]1[C@H](CCCC1)NC(=O)C1=C(C=CC2=CC=CC=C12)P(C1=CC=CC=C1)C1=CC=CC=C1)C1=CC=CC=C1 (1S,2S)-(-)-N,N'-bis(2-diphenylphosphino-1-naphthoyl)-1,2-cyclohexanediamine